7-(dimethylamino)-9-mesityl-1-methoxy-10-phenylacridine CN(C1=CC=C2N(C=3C=CC=C(C3C(C2=C1)C1=C(C=C(C=C1C)C)C)OC)C1=CC=CC=C1)C